C12(COCC2C1)COC1=NN=C(S1)NC(=O)C=1C=NC(=CC1C1=CC(=NC=C1OC)Cl)C Racemic-N-(5-((3-oxabicyclo(3.1.0)hexan-1-yl)methoxy)-1,3,4-thiadiazol-2-yl)-2'-chloro-5'-methoxy-6-methyl-(4,4'-bipyridine)-3-carboxamide